BrC1=C(C=C2N(C1=O)C1=C(N2CC(=O)NC2=CC=C(C=C2)C(F)(F)F)C=CC=C1)CC 2-(2-bromo-3-ethyl-1-oxobenzo[4,5]imidazo[1,2-a]pyridin-5(1H)-yl)-N-(4-(trifluoromethyl)phenyl)acetamide